1H-pyrrole 8-(5-chloro-2-hydroxybenzoamido)octanoate ClC=1C=CC(=C(C(=O)NCCCCCCCC(=O)O)C1)O.N1C=CC=C1